2-(6-chloropyridin-3-yl)ethanol ClC1=CC=C(C=N1)CCO